(1R,4r)-4-(5-carbamoyl-4-((1R,3S)-3-hydroxycyclohexylamino)pyrimidin-2-ylamino)-cyclohexyl-(methyl)carbamic acid tert-butyl ester C(C)(C)(C)OC(N(C)C1CCC(CC1)NC1=NC=C(C(=N1)N[C@H]1C[C@H](CCC1)O)C(N)=O)=O